N-cyclopropyl-2-methoxy-5-[3-[4-(trifluoromethyl)phenyl]sulfanylpyrazin-2-yl]benzenesulfonamide C1(CC1)NS(=O)(=O)C1=C(C=CC(=C1)C1=NC=CN=C1SC1=CC=C(C=C1)C(F)(F)F)OC